NC1CN(CCC1)C1=NC=C(C=N1)C(=O)N 3-aminopiperidin-1-ylpyrimidine-5-carboxamide